3-[ethoxybis(3,6,9,12,15-pentaoxaoctacosan-1-yloxy)silyl]-1-propanethiol C(C)O[Si](CCCS)(OCCOCCOCCOCCOCCOCCCCCCCCCCCCC)OCCOCCOCCOCCOCCOCCCCCCCCCCCCC